N(=C=O)C=1C=C(C=CC1)C1=CC=C(C=C1)C(C)=O 1-(3'-isocyanato-[1,1'-biphenyl]-4-yl)ethanone